C(C)C1=CC(=NC2=CC=CC=C12)C(=O)O 4-ethylquinoline-2-carboxylic acid